S(=O)(=O)(ON1[C@@H]2CC[C@H](N(C1=O)C2)C(C2COC2)(F)F)O (2S,5R)-2-[difluoro (oxetan-3-yl) methyl]-7-oxo-1,6-diazabicyclo[3.2.1]octan-6-yl hydrogen sulfate